C(C=C)(=O)C(=O)O Acryloyl-carboxylic acid